2-(methacryloyloxyethyl)-n-dodecyl-methyl-ammonium bromide [Br-].C(C(=C)C)(=O)OCCC(C[NH2+]C)CCCCCCCCCC